6-chloro-1-((2r,3s)-3-(ethylsulfonylmethyl)-2-methylazetidin-1-yl)-4-isopropyl-2,7-naphthyridine ClC=1C=C2C(=CN=C(C2=CN1)N1[C@@H]([C@H](C1)CS(=O)(=O)CC)C)C(C)C